N-hydroxy-4-(3-(4-(((2-(4-(pyrimidin-5-yl)phenyl)cyclopropyl)amino)methyl)piperidin-1-yl)propyl)benzamide TFA Salt OC(=O)C(F)(F)F.ONC(C1=CC=C(C=C1)CCCN1CCC(CC1)CNC1C(C1)C1=CC=C(C=C1)C=1C=NC=NC1)=O